FC(CN(C1=NC=2N(C3=CC=CC(=C13)F)C=NN2)C2=CC(=CC(=C2)C#CC2(CC2)C)F)F N-(2,2-difluoroethyl)-6-fluoro-N-(3-fluoro-5-((1-methylcyclopropyl)ethynyl)phenyl)-[1,2,4]triazolo[4,3-a]quinazolin-5-amine